3-[6,7-dimethyl-2-[(2R,6S)-2-methyl-6-(1-methyl-6-oxo-3-pyridyl)morpholin-4-yl]pteridin-4-yl]bicyclo[1.1.1]pentane-1-carboxamide CC=1N=C2C(=NC(=NC2=NC1C)N1C[C@H](O[C@H](C1)C1=CN(C(C=C1)=O)C)C)C12CC(C1)(C2)C(=O)N